COC1=CC=C(C=C1)C(C(O)C1=CC=C(C=C1)OC)O 1,2-bis(4-methoxyphenyl)ethane-1,2-diol